methyl 2-(5-methyl-2-(2'-(1-methylpiperidin-4-yl)-3'-oxo-2',3'-dihydro-1'H-spiro[cyclopropane-1,4'-isoquinolin]-7'-yl)piperidin-1-yl)-2-oxoacetate CC1CCC(N(C1)C(C(=O)OC)=O)C1=CC=C2C3(C(N(CC2=C1)C1CCN(CC1)C)=O)CC3